hexahydropyrrolo-[3,4-c]pyrrol C1NCC2C1=CNC2